C(CCC)O[AlH2] butoxyaluminum hydride